3-Amino-1,2-propandiol NCC(CO)O